N-(3-Chloro-4-fluorophenyl)-4-(5-hydroxyoctahydropentalen-2-yl)oxazole-5-carboxamide ClC=1C=C(C=CC1F)NC(=O)C1=C(N=CO1)C1CC2CC(CC2C1)O